BrCC1CO1 3-bromo-1,2-epoxypropane